C(C)(C)(C)OC(=O)[C@@H]1CCC=2N1C(C(=CN2)NCC2=CC(=CC=C2)C)=O.CC=2C=C(C=CC2)C2=C(C=C(C=C2)CNC)NS(=O)(=O)C2=CC=CC=C2 N-(3'-methyl-4-((methylamino)methyl)-[1,1'-biphenyl]-2-yl)benzenesulfonamide tert-Butyl-(S)-3-((3-methylbenzyl)amino)-4-oxo-4,6,7,8-tetrahydropyrrolo[1,2-a]pyrimidine-6-carboxylate